C(CCCCCCCCCCCCC)(=O)OCCCCCCCC\C=C\C\C=C/CCCCC trans-linoleyl myristate